C(C=C)C=1C=2CCCC2C(=C2CCCC12)NC(=O)N=[S@](=O)(N)C1=NN(C(=C1)C(C)(C)O)C1=CC=CC=C1 (R)-N'-((8-allyl-1,2,3,5,6,7-hexahydro-s-indacen-4-yl)carbamoyl)-5-(2-hydroxypropan-2-yl)-1-phenyl-1H-pyrazole-3-sulfonimidamide